C1(CC1)C1=C2C(=NC(=C1)NC1=C(C=C(C=C1)P(C)(C)=O)OC)NC=C2C(F)(F)F (4-((4-cyclopropyl-3-(trifluoromethyl)-1H-pyrrolo[2,3-b]pyridin-6-yl)amino)-3-methoxyphenyl)dimethylphosphine oxide